Cis-8-dodecenylacetate C(CCCCCC\C=C/CCC)CC(=O)[O-]